N-[5-[4-(cyclohexylcarbamoyl)-3-fluorophenyl]-4-fluoro-2-[rac-(3R,5S)-3,4,5-trimethylpiperazin-1-yl]phenyl]-6-oxo-4-(trifluoromethyl)-1H-pyridine-3-carboxamide C1(CCCCC1)NC(=O)C1=C(C=C(C=C1)C=1C(=CC(=C(C1)NC(=O)C1=CNC(C=C1C(F)(F)F)=O)N1C[C@H](N([C@H](C1)C)C)C)F)F |r|